(4-fluoro-2-(trifluoromethyl)benzyl)-5,6,7,8-tetrahydroimidazo[1,2-a]pyrazine FC1=CC(=C(CC=2N=C3N(CCNC3)C2)C=C1)C(F)(F)F